[Na+].SC(C)S(=O)(=O)[O-] mercaptoethanesulfonic acid sodium salt